FC1=C(C(=CC(=C1)OC)F)C1=C(C(N(N1C)C1=NC(=CC(=C1)OC)C(C)(C)O)=O)NC(C1=CC=C(C=C1)OC(F)F)=O N-[5-(2,6-difluoro-4-methoxyphenyl)-2-[6-(2-hydroxypropan-2-yl)-4-methoxypyridin-2-yl]-1-methyl-3-oxo-2,3-dihydro-1H-pyrazol-4-yl]-4-(difluoromethoxy)benzamide